NC=1C=C(C=CC1C)NC(=O)C=1NC(=NC1C1=CC=C(C=C1)F)C(F)(F)F 5-(4-Fluoro-phenyl)-2-trifluoromethyl-3H-imidazole-4-carboxylic acid (3-amino-4-methyl-phenyl)-amide